N-(3-cyano-9H-xanthen-9-yl)-2-oxo-6-(trifluoromethyl)-1,2-dihydropyridine-3-carboxamide C(#N)C=1C=CC=2C(C3=CC=CC=C3OC2C1)NC(=O)C=1C(NC(=CC1)C(F)(F)F)=O